tert-butyl N-[(3S,5S)-5-hydroxy-3-piperidyl]carbamate O[C@H]1C[C@@H](CNC1)NC(OC(C)(C)C)=O